1,4-Bis(4,5-dihydro-2-oxazolyl)benzene O1C(=NCC1)C1=CC=C(C=C1)C=1OCCN1